FC(C=1C(=C(C=CC1)[C@@H](C)NC(=O)C1=CN(C(C=C1N[C@@H]1CN2CCC1CC2)=O)C2(CC2)C(F)F)F)F N-((R)-1-(3-(difluoromethyl)-2-fluorophenyl)ethyl)-1-(1-(difluoromethyl)cyclopropyl)-6-oxo-4-(((S)-quinuclidin-3-yl)amino)-1,6-dihydropyridine-3-carboxamide